ClC=1C=C(OC2CN(C2)C(=O)OC(C)(C)C)C=CC1C(F)(F)F tert-Butyl 3-[3-chloro-4-(trifluoromethyl)phenoxy]azetidine-1-carboxylate